6-(4-fluoro-2-methyl-phenyl)-2-[(5-fluoro-2-pyridinyl)oxymethyl]imidazo[1,2-a]pyrimidine FC1=CC(=C(C=C1)C=1C=NC=2N(C1)C=C(N2)COC2=NC=C(C=C2)F)C